3,4-dihydroxyl-pyridine OC=1C=NC=CC1O